N1=C(C=CC2=CC=CC=C12)C(=O)OCC ethyl quinolinate